4-(6-(6-(trifluoromethyl)imidazo[1,2-b]pyridazin-3-yl)pyrimidin-4-yl)morpholine-2-carbonitrile FC(C=1C=CC=2N(N1)C(=CN2)C2=CC(=NC=N2)N2CC(OCC2)C#N)(F)F